ethyl 6-chloro-1-(6-acetamidopyridin-3-yl)-4-oxo-7-[5H,7H-pyrrolo[3,4-b]pyridin-6-yl]quinoline-3-carboxylate ClC=1C=C2C(C(=CN(C2=CC1N1CC2=NC=CC=C2C1)C=1C=NC(=CC1)NC(C)=O)C(=O)OCC)=O